C(C1=CC=CC=C1)OC1=CC(=C(C=C1F)C1=CC=C2C(=NN(C2=C1)C1OCCCC1)I)CC 6-(4-(benzyloxy)-2-ethyl-5-fluorophenyl)-3-iodo-1-(tetrahydro-2H-pyran-2-yl)-1H-indazole